methyl (R)-2-((S)-2-amino-N-benzylpropanamido)butanoate hydrogen chloride Cl.N[C@H](C(=O)N(CC1=CC=CC=C1)[C@@H](C(=O)OC)CC)C